CN1N=C(C=C1C=1N=C(N(C1)COCC[Si](C)(C)C)C1OC2=CC=C(C=C2CC1)O)C [4-(2,5-dimethylpyrazol-3-yl)-1-(2-trimethylsilylethoxymethyl)imidazol-2-yl]chroman-6-ol